(1s,2s)-2-fluoro-N-(6-(3-fluoro-2-(methylthio)phenyl)imidazo[1,2-a]pyridin-2-yl)cyclopropanecarboxamide F[C@@H]1[C@@H](C1)C(=O)NC=1N=C2N(C=C(C=C2)C2=C(C(=CC=C2)F)SC)C1